The molecule is a 2-hydroxy fatty acid anion that is the conjugate base of 2-hydroxypalmitoleic acid, obtained by deprotonation of the carboxy group; major species at pH 7.3. It is a 2-hydroxy fatty acid anion, a long-chain fatty acid anion and a monounsaturated fatty acid anion. It derives from a palmitoleate. It is a conjugate base of a 2-hydroxypalmitoleic acid. CCCCCC/C=C\\CCCCCCC(C(=O)[O-])O